1-cyclopropyl-3-(5-((2R,4S)-2-(2,5-difluorophenyl)-4-hydroxypyrrolidin-1-yl)-2-fluoropyrazolo[1,5-a]pyrimidin-3-yl)thiourea C1(CC1)NC(=S)NC=1C(=NN2C1N=C(C=C2)N2[C@H](C[C@@H](C2)O)C2=C(C=CC(=C2)F)F)F